C(C)C1=C(N=C2C(=N1)C(=NC=C2C2=CC(=C(C=C2)N2CCC(CC2)N2C1CN(CC2CC1)C)OC)N)NC1CCOCC1 3-Ethyl-8-(3-methoxy-4-(4-(3-methyl-3,8-diazabicyclo[3.2.1]oct-8-yl)piperidin-1-yl)phenyl)-N2-(tetrahydro-2H-pyran-4-yl)pyrido[3,4-b]pyrazine-2,5-diamine